9-O-Acetyl-5-N-glycolyl-neuraminic acid C(C)(=O)OC[C@H]([C@H]([C@H]1[C@@H]([C@H](CC(C(O)=O)(O)O1)O)NC(CO)=O)O)O